ClC1=CC=2N=C(N=CC2C(=N1)N1C2(CC2)CCC1)SC 7-chloro-2-(methylthio)-5-(4-azaspiro[2.4]heptan-4-yl)pyrido[4,3-d]pyrimidine